N-(2-hydroxyethyl)-3-[3-[4-(hydroxymethyl)phenyl]imidazo[1,2-b]pyridazin-6-yl]benzamide OCCNC(C1=CC(=CC=C1)C=1C=CC=2N(N1)C(=CN2)C2=CC=C(C=C2)CO)=O